C(C)OC(C(=O)C1CN(CC1=O)C(=O)OC(C)(C)C)=O tert-butyl 3-(2-ethoxy-2-oxoacetyl)-4-oxopyrrolidine-1-carboxylate